COC1=C(C=CC=C1)[C@@H](CN1C(N(C(C2=C1SC(=C2C)C=2OC=CN2)=O)C(C(=O)O)(C)C)=O)OC2COC2 (S)-2-(1-(2-(2-methoxyphenyl)-2-(oxetan-3-yloxy)ethyl)-5-methyl-6-(oxazol-2-yl)-2,4-dioxo-1,2-dihydrothieno[2,3-d]pyrimidin-3(4H)-yl)-2-methylpropanoic acid